COC(C1=C(C=C(C=C1)OC1=CC=C(C=C1)F)F)=O 2-fluoro-4-(4-fluorophenoxy)benzoic acid methyl ester